C(C1=CC=CC=C1)O[C@H]1C[C@@H](N(C1)C(=O)OCC1C2=CC=CC=C2C=2C=CC=CC12)C(=O)NC1=CC=C2C(=N1)C=NN2C(=O)OC(C)(C)C tert-Butyl 5-({(4S)-4-(benzyloxy)-1-[(9H-fluoren-9-ylmethoxy)carbonyl]-D-prolyl}amino)-1H-pyrazolo[4,3-b]pyridine-1-carboxylate